Furan-3-carbonitrile O1C=C(C=C1)C#N